ClC=1C(=NC(=NC1)NC(C)C)C1=CC=C2CN(C(C2=C1)=O)CC(=O)N[C@H](C)C1=CC(=CC=C1)OC 2-(6-{5-Chloro-2-[(propan-2-yl)amino]pyrimidin-4-yl}-1-oxo-2,3-dihydro-1H-isoindol-2-yl)-N-[(1R)-1-(3-methoxyphenyl)ethyl]acetamid